methyl 6-(2,2,2-trifluoroethyl)-5,6,7,8-tetrahydroimidazo[1,5-a]pyridine-3-carboxylate FC(CC1CCC=2N(C1)C(=NC2)C(=O)OC)(F)F